tert-butyl (1R,2S)-2-(1-tert-butoxycarbonyl-3-iodo-indazol-6-yl)-5'-methoxy-2'-oxo-spiro[cyclopropane-1,3'-indoline]-1'-carboxylate C(C)(C)(C)OC(=O)N1N=C(C2=CC=C(C=C12)[C@@H]1C[C@@]12C(N(C1=CC=C(C=C21)OC)C(=O)OC(C)(C)C)=O)I